C(C=1C(O)=CC=CC1)(=O)[O-].C(CCCCCCC)[NH+](CCCCCCCC)CCCCCCCC Trioctylammonium Salicylate